(6'r,7a'r)-6'-fluorodihydro-1'h,3'h-spiro[cyclopropane-1,2'-pyrrolizine] F[C@H]1CN2CC3(CC2=C1)CC3